methyl (2S)-2-[[(2S)-3-cyclopropyl-2-[(4,7-difluoro-1H-indole-2-carbonyl)amino]propanoyl]amino]-3-[(6R)-5-oxo-4-azaspiro[2.4]heptan-6-yl]propanoate C1(CC1)C[C@@H](C(=O)N[C@H](C(=O)OC)C[C@H]1C(NC2(CC2)C1)=O)NC(=O)C=1NC2=C(C=CC(=C2C1)F)F